ClC1=C(C=C(C=C1)F)[N+](=O)[O-] 1-Chloro-4-fluoro-2-nitrobenzene